1,1,1,5,5,5-hexafluoro-3-methyl-2,4-pentandione FC(C(C(C(C(F)(F)F)=O)C)=O)(F)F